5-(1,2-dihydroxyethyl)-[3,3'-bioxazolidine]-2,2'-dione OC(CO)C1CN(C(O1)=O)N1C(OCC1)=O